C1=CC=CC=2CCCCCCCC3=C(C21)C=CC=C3 dibenzocycloundecane